D-glucitol ammonium [NH4+].C([C@H](O)[C@@H](O)[C@H](O)[C@H](O)CO)O